CC=1SC(=CC1C(=O)NC1=NC(=NS1)CN1CCN(CC1)C)C1=CC(=CC=C1)OC 2-Methyl-5-(3-methoxyphenyl)-N-(3-((4-methylpiperazin-1-yl)methyl)-1,2,4-thiadiazole-5-yl)thiophene-3-carboxamide